OC=1C(=CC(=C(OC=C2C(C=C(C(=O)O)C=C2)[N+](=O)[O-])C1)[N+](=O)[O-])[N+](=O)[O-] 4-((5-hydroxy-2,4-dinitro-phenoxy)methylene)-3-nitrobenzoic acid